C[C@@H]1OC2=CN=CC(C3=NNC=4C=CC(O[C@H](CCOC1)C)=CC34)=N2 (8S,13S)-8,13-dimethyl-7,10,14-trioxa-4,19,20,23-tetraazatetracyclo[13.5.2.12,6.018,21]tricosa-1(20),2(23),3,5,15(22),16,18(21)-heptaene